C(C1=CC=CC=C1)OC1=CC2=C(CC(O2)CN(CC(C)C)C(=O)OC(C)(C)C)C(=C1N(C(C(F)(F)F)=O)CC(=O)OC)F methyl {[6-(benzyloxy)-2-{[(tert-butoxycarbonyl)(2-methylpropyl)amino]methyl}-4-fluoro-2,3-dihydro-1-benzofuran-5-yl](trifluoroacetyl)amino}acetate